6-[(8aS)-6-oxo-1,3,4,7,8,8a-hexahydropyrrolo[1,2-a]pyrazin-2-yl]-N-[5-(1H-benzimidazol-2-yl)-1-methyl-pyrazol-3-yl]pyridine-3-carboxamide O=C1CC[C@@H]2N1CCN(C2)C2=CC=C(C=N2)C(=O)NC2=NN(C(=C2)C2=NC1=C(N2)C=CC=C1)C